ClC1=CC(=C(NCCCN2CCOCC2)C=C1)[N+](=O)[O-] 4-chloro-N-(3-morpholinopropyl)-2-nitroaniline